(5-(4-(methylsulfonyl)phenyl)thiazolo[5,4-b]pyridin-2-yl)carboxylic acid isopropyl ester C(C)(C)OC(=O)C=1SC2=NC(=CC=C2N1)C1=CC=C(C=C1)S(=O)(=O)C